C1(CC1)CN1CC[C@]23CCN(CC[C@]2([C@H]1CC1=CC(=C(C=C13)O)C(F)(F)F)O)CCN1N=CC(=C1)C (5aS,6R,11bS)-14-(cyclopropylmethyl)-3-(2-(4-methyl-1H-pyrazol-1-yl)ethyl)-9-(trifluoromethyl)-2,3,4,5,6,7-hexahydro-6,11b-(epiminoethano)naphtho[1,2-d]azepine-5a,10(1H)-diol